C(C)(C)C1=NC=C(C=N1)C(=O)NC(C(=O)O)\C=C\C(C)(C)C (E)-2-(2-isopropyl-5-pyrimidinylcarbonylamino)-5,5-dimethyl-3-hexenoic acid